3-[(5-Thioxo-4,5-dihydro-1,3,4-oxadiazol-2-yl)methyl]quinazolin-4(3H)-one S=C1NN=C(O1)CN1C=NC2=CC=CC=C2C1=O